FC1(CCN(CC1)C1=NC(=NC(=N1)N1N=CC=C1)N1CCNC2(COC2)C1)F 8-(4-(4,4-difluoropiperidin-1-yl)-6-(1H-pyrazol-1-yl)-1,3,5-triazin-2-yl)-2-oxa-5,8-diazaspiro[3.5]nonane